C(C)S(=O)C=1OC2=C(C=C(C=C2C(C1C)=O)C)C(C)NC1=C(C(=O)O)C=CC=C1 2-[1-(2-Ethylsulfinyl-3,6-dimethyl-4-oxo-chromen-8-yl)ethylamino]benzoic acid